(R)-2-tert-Butoxycarbonylamino-3-methoxy-propionic acid methyl ester COC([C@@H](COC)NC(=O)OC(C)(C)C)=O